C(C)(C)(C)NS(=O)(=O)C=1C=C(C=CC1)NC1=NC(=NC=C1C)NC1=CC=C(C=C1)N1CCN(CC1)C(=O)NC1=C(C=CC=C1)C 4-(4-((4-((3-(N-(tert-butyl)sulfamoyl)phenyl)amino)-5-methylpyrimidin-2-yl)amino)phenyl)-N-(o-tolyl)piperazine-1-carboxamide